N-(2-aminophenyl)-4-(2-chloro-6-methylamino-purin-9-ylmethyl)-benzamide NC1=C(C=CC=C1)NC(C1=CC=C(C=C1)CN1C2=NC(=NC(=C2N=C1)NC)Cl)=O